ε-dodecyl-caprolactone C(CCCCCCCCCCC)C1CCCCC(=O)O1